CNC(=O)C1N2CC(C(C1O[Si](C)(C)C(C)(C)C)CC2)O[Si](C)(C)C(C)(C)C N-methyl-3,5-di(tert-butyldimethylsilyloxy)quinuclidinamide